C(CCCCCCCCCCCCCCC)(=O)OCOC1=C(C(=NC2=CC(=C(C=C12)Cl)OC)C)C1=CC=C(C=C1)OC1=CC=C(C=C1)OC(F)(F)F (6-chloro-7-methoxy-2-methyl-3-(4-(4-(trifluoromethoxy)phenoxy) phenyl)quinolin-4-yloxy)methyl palmitate